CCC(=C)CC\C=C(/C)\CCC=C(C)C β-farnesen